10-hydroxy-N-(6-methoxypyridin-3-yl)-7-thia-2,5-diazatricyclo[6.4.0.02,6]dodeca-1(12),3,5,8,10-pentaene-4-carboxamide OC=1C=C2SC3=NC(=CN3C2=CC1)C(=O)NC=1C=NC(=CC1)OC